3,7-dimethyl-5-methanooctanal CC(C1CC1)CC(CC(C)C)=O